(28S,29S)-tert-butyl 28,29-bis(((benzyloxy) carbonyl) amino)-27,30-dioxo-2,5,8,11,14,17,20,23-octaoxa-26,31-diazapentatriacontan-35-oate C(C1=CC=CC=C1)OC(=O)N[C@H](C(NCCOCCOCCOCCOCCOCCOCCOCCOC)=O)[C@@H](C(NCCCC(=O)OC(C)(C)C)=O)NC(=O)OCC1=CC=CC=C1